ClC1=CC=2N(ONOC2C(=N1)OC[C@@H]1[C@@H]2CC[C@H](CN1)N2C(=O)[O-])CC2=C(C=C(C=C2)OC)OC (1S,2S,5R)-2-(((7-chloro-1-(2,4-dimethoxybenzyl)-2,4-dioxa-1,2,3,4-tetrahydropyrido[4,3-d]pyrimidin-5-yl)oxy)methyl)-3,8-diazabicyclo[3.2.1]Octane-8-carboxylate